NC(C(=O)OC)C=1C=NC=CC1 Methyl 2-amino-2-(3-pyridyl)acetate